CC=1N=CN(C1)C=1N=C2N(C(C1)=O)C=C(C=C2)N2C[C@@H](NCC2)C 2-(4-methyl-1H-imidazol-1-yl)-7-[(3S)-3-methylpiperazin-1-yl]-4H-pyrido[1,2-a]pyrimidin-4-one